ClC=1C=C(C(=O)NC2=NNC(=C2)C(=O)NC2COCC2)C=CC1OC 3-[(3-chloro-4-methoxy-benzoyl)amino]-N-tetrahydrofuran-3-yl-1H-pyrazole-5-carboxamide